((3-(sec-butoxy)phenoxy)methyl)quinoline C(C)(CC)OC=1C=C(OCC2=NC3=CC=CC=C3C=C2)C=CC1